1-(benzyloxy)-19-hydroxy-nonadecan-9-one C(C1=CC=CC=C1)OCCCCCCCCC(CCCCCCCCCCO)=O